3-(4-chlorophenyl)-6-(hydroxymethyl)-6-methyl-3H,4H,6H,7H-pyrano[3,4-d]imidazol-4-one ClC1=CC=C(C=C1)N1C=NC2=C1C(OC(C2)(C)CO)=O